2-fluoro-7-({3-fluoro-4-[5-(trifluoromethyl)-1,2,4-oxadiazol-3-yl]phenyl}methoxy)-1,8-naphthyridine FC1=NC2=NC(=CC=C2C=C1)OCC1=CC(=C(C=C1)C1=NOC(=N1)C(F)(F)F)F